3-(4-isopropyl-2-methylcyclohex-1-en-1-yl)propanoic acid C(C)(C)C1CC(=C(CC1)CCC(=O)O)C